NC1=CC=C(C(=C1C(=O)N(C)C)F)C=1C(=C2C(=NC1)NC[C@@]21[C@@H](C1)C(C)C)Cl 6-Amino-3-((1S,2S)-4'-chloro-2-isopropyl-1',2'-dihydrospiro[cyclopropane-1,3'-pyrrolo[2,3-b]pyridin]-5'-yl)-2-fluoro-N,N-dimethylbenzamide